ClC=1C(=CC(=NC1)OC)C1=CC(=NN1)C(=O)N1[C@H]2CC(C[C@@H]1CC2)C(=O)NC2CCC(CC2)(C(F)(F)F)OC (1r,3s,5s)-8-(5-(5-chloro-2-methoxypyridin-4-yl)-1H-pyrazole-3-carbonyl)-N-((1r,4r)-4-methoxy-4-(trifluoromethyl)cyclohexyl)-8-azabicyclo[3.2.1]octane-3-carboxamide